OC(=O)C=1C(O)=CC=C(S(=O)(=O)O)C1 Sulphosalicylic acid